FC1(CN(CC1)C=O)F (3,3-difluoropyrrolidin-1-yl)methanone